NC1=NC=C(C2=C1COC2)NC(C(=O)N(CC2=NC=C(C=C2)C(F)(F)F)[C@H](C)C2=NC=CC=N2)=O (R)-N1-(4-amino-1,3-dihydrofuro[3,4-c]pyridin-7-yl)-N2-(1-(pyrimidin-2-yl)ethyl)-N2-((5-(trifluoromethyl)pyridin-2-yl)methyl)oxalamide